2-(2,6-Dioxopiperidin-3-yl)-4-((((1r,4r)-4-(piperidin-4-yloxy)cyclohexyl)methyl)amino)isoindoline-1,3-dione hydrochloride Cl.O=C1NC(CCC1N1C(C2=CC=CC(=C2C1=O)NCC1CCC(CC1)OC1CCNCC1)=O)=O